N-((2S,3R)-1-amino-3-hydroxy-1-oxobutan-2-yl)-5-((2,4-dimethylthiazol-5-yl)methoxy)-2-methylbenzofuran-3-carboxamide NC([C@H]([C@@H](C)O)NC(=O)C1=C(OC2=C1C=C(C=C2)OCC2=C(N=C(S2)C)C)C)=O